3-(3-hydroxy-5-(3-((naphthalen-1-yloxy)methyl)phenyl)picolinamido)-2,2-dimethylpropanoic acid OC=1C(=NC=C(C1)C1=CC(=CC=C1)COC1=CC=CC2=CC=CC=C12)C(=O)NCC(C(=O)O)(C)C